benzoylphenyl methacrylate C(C(=C)C)(=O)OC1=C(C=CC=C1)C(C1=CC=CC=C1)=O